C(C)C=1C=NC=CC1C(C)N 1-(3-ethyl-4-pyridyl)ethylamine